O=C1NC2=C(OC3=C1C=CC=C3)C=CC(=C2)C(=O)NCC2=CN=C(S2)C2=CC=C(OCC(=O)OCC)C=C2 ethyl 2-(4-(5-((11-oxo-10,11-dihydrodibenzo[b,f][1,4]oxazepine-8-carboxamido)methyl)thiazol-2-yl)phenoxy)acetate